8-bromo-7-chloro-3-isobutyl-2-methyl-2,3,4,5-tetrahydrobenzo[f][1,2,5]thiadiazepine 1,1-dioxide BrC1=CC2=C(NCC(N(S2(=O)=O)C)CC(C)C)C=C1Cl